ON(C1(CC=CC=C1)CCCP(C1=CC=CC=C1)(C1=CC=CC=C1)=O)CC1=CC=CC=C1 (1-((hydroxy)benzylamino)phenylpropyl)diphenylphosphine oxide